COC(C(F)(F)F)(C(F)(F)F)C=1C=C(C=C(C1)C(C(F)(F)F)(OC)C(F)(F)F)[B-](C1=CC(=CC(=C1)C(C(F)(F)F)(OC)C(F)(F)F)C(C(F)(F)F)(OC)C(F)(F)F)(C1=CC(=CC(=C1)C(C(F)(F)F)(OC)C(F)(F)F)C(C(F)(F)F)(OC)C(F)(F)F)C1=CC(=CC(=C1)C(C(F)(F)F)(OC)C(F)(F)F)C(C(F)(F)F)(OC)C(F)(F)F.[Tl+] thallium tetrakis[3,5-bis[1-methoxy-2,2,2-trifluoro-1-(trifluoromethyl)-ethyl]phenyl]borate